1-bromo-3-chloro-2,4,5-trifluoroiodobenzene BrC1=C(C(=C(C(=C1I)F)F)Cl)F